CC1CCC2=CC(=CC=C12)C=O 1-methyl-2,3-dihydro-1H-indene-5-carbaldehyde